zinc-lead-tin [Sn].[Pb].[Zn]